Ethylendichlorid-HCl Cl.C(CCl)Cl